ClC1=CC=C(C=C1)C=1C(=NN2C1N=C(C=C2SC)N2[C@@H](CCC2)CO)C2=C(C=CC=C2)OC [(2S)-1-[3-(4-chlorophenyl)-2-(2-methoxyphenyl)-7-methylsulfanyl-pyrazolo[1,5-a]pyrimidin-5-yl]pyrrolidin-2-yl]methanol